2-fluoro-6-[(3-methoxybenzyl)amino]-9-(tetrahydrofuran-2-yl)-9H-purine FC1=NC(=C2N=CN(C2=N1)C1OCCC1)NCC1=CC(=CC=C1)OC